C(C)(C)(C)OC(=O)NCCCC(COS(=O)(=O)C1=CC=C(C)C=C1)CC(C)([N+](=O)[O-])C.C(C1=CC=CC=C1)NC(CC1=NC=C(C=C1)\N=C\1/OC(C2=CC=CC=C12)=O)=O (Z)-N-benzyl-2-(5-((3-oxoisobenzofuran-1(3H)-ylidene)amino)pyridin-2-yl)acetamide 2-(3-((tert-butoxycarbonyl)amino)propyl)-4-methyl-4-nitropentyl-(R)-4-toluenesulfonate